C1(=CC=C(C=C1)C(=O)O)C r-p-toluic acid